2-(hydroxyethyl)acrylic acid OCCC(C(=O)O)=C